C(C)N(S(=O)(=O)NC=1C(=C(OC=2C=C3C(NC=NC3=CC2)=O)C(=CC1)F)F)C 6-[3-[[ethyl(methyl)sulfamoyl]amino]-2,6-difluoro-phenoxy]-4-oxo-quinazoline